7-((4-(2-Aminopyrazolo[1,5-a]pyridin-5-yl)-6-methylpyridin-3-yl)oxy)-3-oxa-9-azabicyclo[3.3.1]nonane-9-carboxylate NC1=NN2C(C=C(C=C2)C2=C(C=NC(=C2)C)OC2CC3COCC(C2)N3C(=O)[O-])=C1